10-(2-((tert-butyldimethylsilyl)oxy)ethyl)-2,2,3,3-tetramethyl-9-oxo-4-oxa-7,10-diaza-3-silatridecan-13-oic acid [Si](C)(C)(C(C)(C)C)OCCN(C(CNCCO[Si](C(C)(C)C)(C)C)=O)CCC(=O)O